N4-(1-((2R,3S,4S,5R)-3,4-dihydroxy-5-(hydroxymethyl)tetrahydrofuran-2-yl)-2-oxo-1,2-dihydropyrimidin-4-yl)-D-asparagine O[C@@H]1[C@@H](O[C@@H]([C@H]1O)CO)N1C(N=C(C=C1)NC(C[C@@H](N)C(=O)O)=O)=O